N-(Benzo[d]thiazol-2-yl)-1-(2-fluoro-6-methylphenyl)-5-methyl-1H-1,2,3-triazole-4-carboxamide S1C(=NC2=C1C=CC=C2)NC(=O)C=2N=NN(C2C)C2=C(C=CC=C2C)F